5-bromo-7-(trifluoromethyl)isobenzofuran-1(3H)-one BrC=1C=C2COC(C2=C(C1)C(F)(F)F)=O